C1(=CC=CC=C1)C=1C=CC2=CC=C3C=CC=NC3=C2N1 9-Phenyl-1,10-phenanthroline